C1(CC1)NC(=O)C1=NNC2=CC(=CC=C12)C=1C=NC(=C(C1)C(NCC1=C(C=CC=C1)OC(F)(F)F)=O)OC N-cyclopropyl-6-[6-methoxy-5-({[2-(trifluoromethoxy)phenyl]methyl}carbamoyl)pyridin-3-yl]-1H-indazole-3-carboxamide